CNC(C(=O)O)CC=1C=NC=CC1 (methylamino)-3-(pyridin-3-yl)propanoic acid